N-(3-(3,4-Difluorophenoxy)-5-methoxyphenyl)-1-methyl-5-oxopyrrolidine-2-carboxamide FC=1C=C(OC=2C=C(C=C(C2)OC)NC(=O)C2N(C(CC2)=O)C)C=CC1F